[N-]=C=O.[N-]=C=O.CC(C)(CC(CC)C)C 2,2,4-trimethylhexane diisocyanate